C(C#C)OC(C(CO)O)(O)O 1-propargyloxy-2,3-dihydroxypropanediol